ethyl 6-isopropyl-2,4-dimethylcyclohex-3-ene-1-carboxylate C(C)(C)C1CC(=CC(C1C(=O)OCC)C)C